NC1=C(C(CCC1)C(=O)O)C(=O)O amino-cyclohexene-2,3-dicarboxylic acid